2-hydrazino-6-[(2,2-difluorobenzo[d][1,3]dioxol-5-yl)amino]pyrimidine-4-carbonitrile N(N)C1=NC(=CC(=N1)C#N)NC1=CC2=C(OC(O2)(F)F)C=C1